ClC=1C=C(C=NC1N1N=CN=C1)NC(=O)N1C[C@](C2=C1C=NC=1N2N=C(C1)F)(C(F)(F)F)C (R)-N-(5-chloro-6-(1H-1,2,4-triazol-1-yl)pyridin-3-yl)-2-fluoro-8-methyl-8-(trifluoromethyl)-7,8-dihydro-6H-pyrazolo[1,5-a]pyrrolo[2,3-e]pyrimidine-6-carboxamide